tert-Butyl ((1-(methylsulfonyl)-1H-pyrazol-4-yl)methyl)carbamate CS(=O)(=O)N1N=CC(=C1)CNC(OC(C)(C)C)=O